3-chloro-1-(4-fluorophenyl)-N-[(4-methoxyphenyl)methyl]-N-methyl-1H-pyrazolo[3,4-d]pyrimidine-6-carboxamide ClC1=NN(C2=NC(=NC=C21)C(=O)N(C)CC2=CC=C(C=C2)OC)C2=CC=C(C=C2)F